(4-(2-(2-aminopyridin-3-yl)-5-phenyl-3H-imidazo[4,5-b]pyridin-3-yl)phenyl)methanol NC1=NC=CC=C1C1=NC=2C(=NC(=CC2)C2=CC=CC=C2)N1C1=CC=C(C=C1)CO